2-fluoro-N-[2-[3-(methylamino)-3-oxo-prop-1-ynyl]thieno[3,2-c]pyridin-4-yl]-N-[(3R)-3-piperidyl]-4-(triazolo[4,5-b]pyridin-3-yl)benzamide FC1=C(C(=O)N([C@H]2CNCCC2)C2=NC=CC3=C2C=C(S3)C#CC(=O)NC)C=CC(=C1)N1N=NC=3C1=NC=CC3